2-{3-[3-(2-hydroxypropan-2-yl)piperazin-1-yl]-1,2,4-triazin-6-yl}-5-(1H-pyrazol-4-yl)phenol dihydrochloride Cl.Cl.OC(C)(C)C1CN(CCN1)C=1N=NC(=CN1)C1=C(C=C(C=C1)C=1C=NNC1)O